F[C@@H]1N2C(N([C@H](CC1)C2)OS(=O)(=O)[O-])=O.C(CCC)[N+](CCCC)(CCCC)CCCC Tetrabutylammonium (2S,5R)-2-fluoro-7-oxo-1,6-diazabicyclo[3.2.1]octan-6-yl-sulfate